FC1=CC(=C(C=C1)C1=CC=C(C(=N1)OC1=C(C=C(C=C1C)C)C)C(=O)NS(=O)(=O)C1=NNC=C1)OC 6-(4-Fluoro-2-methoxyphenyl)-N-(1H-pyrazol-3-ylsulfonyl)-2-(2,4,6-trimethylphenoxy)pyridin-3-carboxamid